2-Chloro-4-((3S)-8-(4-(4-((4-(5-((2,6-dioxopiperidin-3-yl)amino)-2-fluorophenyl)piperazin-1-yl)methyl)piperidine-1-carbonyl)phenyl)-3-methyl-2,8-diazaspiro[4.5]decan-2-yl)benzonitrile ClC1=C(C#N)C=CC(=C1)N1CC2(C[C@@H]1C)CCN(CC2)C2=CC=C(C=C2)C(=O)N2CCC(CC2)CN2CCN(CC2)C2=C(C=CC(=C2)NC2C(NC(CC2)=O)=O)F